(1S,2R,5R)-2-(chloromethyl)-5-(4-fluorobenzyl)-2-methyl-1-(1H-1,2,4-triazol-1-ylmethyl)cyclopentane-1-ol ClC[C@]1([C@]([C@H](CC1)CC1=CC=C(C=C1)F)(O)CN1N=CN=C1)C